The molecule is a organophosphate oxoanion obtained by deprotonation of the phosphate OH groups as well as position N1 of FMNH2. It is a conjugate base of a FMNH2(2-) and a FMNH2. CC1=CC2=C(C=C1C)N(C3=C(N2)C(=O)NC(=N3)[O-])C[C@@H]([C@@H]([C@@H](COP(=O)([O-])[O-])O)O)O